5'-amino-2'-fluoro-2',5'-dideoxyuridine NC[C@@H]1[C@H]([C@H]([C@@H](O1)N1C(=O)NC(=O)C=C1)F)O